N-(2-phenylethyl)-4-[4-{[1-(propan-2-yl)-1H-pyrazolo[4,3-c]pyridin-6-yl]amino}-6-(pyrrolidin-1-yl)pyrimidin-2-yl]piperazine-1-carboxamide C1(=CC=CC=C1)CCNC(=O)N1CCN(CC1)C1=NC(=CC(=N1)NC1=CC2=C(C=N1)C=NN2C(C)C)N2CCCC2